C1(CC1)C[C@@H](C(=O)OCC1=CC=C(C(=O)OC)C=C1)NC(C[C@H]1N(C(CC1)=O)CC1=C(C(=CC=C1)F)F)=O Methyl 4-((((S)-3-cyclopropyl-2-(2-((S)-1-(2,3-difluorobenzyl)-5-oxopyrrolidin-2-yl)acetamido)propanoyl)oxy)methyl)benzoate